(2S)-4-[2-[2-[1-(2,6-dioxo-3-piperidyl)-3-methyl-2-oxo-benzimidazol-5-yl]ethoxy]-2-oxo-ethyl]piperazine-2-carboxylic acid O=C1NC(CCC1N1C(N(C2=C1C=CC(=C2)CCOC(CN2C[C@H](NCC2)C(=O)O)=O)C)=O)=O